BrC[C@H]1CN(CCO1)C(=O)OC(C)(C)C tert-butyl (R)-2-(bromomethyl)morpholine-4-carboxylate